C1(CCCC1)C(=O)N1CCN(CC1)CC1=C(C(=CC=C1)NC=1SC=C(N1)C)C cyclopentyl-(4-(2-methyl-3-((4-methylthiazol-2-yl)amino)benzyl)piperazin-1-yl)methanone